CN1C(=C(C=C1C=1C=C2CCN(CC2=CC1C(=O)N1CC2=CC=CC=C2C[C@H]1CN1CCOCC1)C(CC1=CC=CC=C1)=O)C(=O)N(C1=CC=CC=C1)C1=CC=CC=C1)C 1,2-dimethyl-5-[7-{[(3S)-3-(morpholin-4-ylmethyl)-3,4-dihydroisoquinolin-2(1H)-yl]carbonyl}-2-(phenylacetyl)-1,2,3,4-tetrahydroisoquinolin-6-yl]-N,N-diphenyl-1H-pyrrole-3-carboxamide